5-fluoro-1-methyl-3-((5-(4-(oxetan-3-yl)piperazin-1-yl)pyridin-2-yl)amino)-6-(1H-pyrazol-3-yl)quinolin-2(1H)-one FC1=C2C=C(C(N(C2=CC=C1C1=NNC=C1)C)=O)NC1=NC=C(C=C1)N1CCN(CC1)C1COC1